BrC=1C=C2C(=NC1)N=C(O2)C(C)(C)C 6-bromo-2-tert-butyl-[1,3]oxazolo[4,5-b]pyridine